COC1=NC=C(C=N1)C=1C=C2C(=NC1)NC=C2 5-(2-methoxypyrimidin-5-yl)-1H-pyrrolo[2,3-b]pyridine